C[SiH](CC[SiH2]CCCC(C)C)C 1,1,8,8-tetramethyl-1,4-disilaoctane